N1C(CNCC1)CCO 2-(2-Piperazinyl)-1-ethanol